FC1=C(C=CC=C1)C=1CC(C=CC1)(\C=C\C(=O)C1=CC=CC=C1)C1=CC=C(C=C1)OC1=NC2=CC=CC=C2N=C1 3-(2-fluorophenyl)-1-(4-(quinoxalin-2-yloxy)phenyl)chalcone